[Li+].C(C)(C)(C)OC(=O)NCC1=CC=C(C=C1)NC(=O)[C@H]1N2C(N([C@H](C=C1C)C2)O[C@@H](C(=O)[O-])F)=O (R)-2-((2S,5R)-2-(4-((tert-butoxycarbonylamino)methyl)phenyl-carbamoyl)-3-methyl-7-oxo-1,6-diazabicyclo[3.2.1]Oct-3-en-6-yloxy)-2-fluoroacetic acid lithium salt